CN(C1=CC=C(C=C1)C(C(=O)NO)C1=C(NC2=CC=CC=C12)C1=CC2=CC=CC=C2C=C1)C 2-(4-(dimethylamino)-phenyl)-N-hydroxy-2-(2-(naphthalen-2-yl)-1H-indol-3-yl)-acetamide